C(C)(C)(C)OC(N(C)CC1CCN(CC1)CC1=C(C=CC=C1)F)=O N-[[1-[(2-fluorophenyl)methyl]-4-piperidinyl]methyl]-N-methyl-carbamic acid tert-butyl ester